(R)-4-fluorophenyl-phenyl-methanol FC1=CC=C(C=C1)[C@H](O)C1=CC=CC=C1